(S)-2-Methyl-5-((1-methylazetidin-2-yl)methoxy)-N-(1-(7-((2,2,2-trifluoroethyl)amino)quinolin-5-yl)cyclopropyl)benzamide CC1=C(C(=O)NC2(CC2)C2=C3C=CC=NC3=CC(=C2)NCC(F)(F)F)C=C(C=C1)OC[C@H]1N(CC1)C